di-n-propyl (4-vinylphenylphosphonate) diisopropyl-4-vinylphenylphosphonate methyl-4-[4-(tert-butyldimethylsilyloxy)-3-chloro-5-methylphenyl]-3-methyl-4-oxobutanoate COC(CC(C(=O)C1=CC(=C(C(=C1)C)O[Si](C)(C)C(C)(C)C)Cl)C)=O.C(C)(C)C=1C(=C(C=CC1C=C)P(O)(O)=O)C(C)C.C(=C)C1=CC=C(C=C1)P(OCCC)(OCCC)=O